OC1=CC=C(C=C1)C1(N(C(C2=CC=CC=C12)=O)C1=CC=CC=C1)C1=CC=C(C=C1)O 3,3-bis(4-hydroxyphenyl)-2-phenyl-2,3-dihydro-isoindol-1-one